C(C)OC1=C(C(=O)O)C=CC=C1CC 2-Ethoxy-3-ethylbenzoic acid